C(#N)C=1N(C2=C(C=CC(=C2C1)C)F)CCNC(OC(C)(C)C)=O Tert-butyl (2-(2-cyano-7-fluoro-4-methyl-1H-indol-1-yl)ethyl)carbamate